6-(3-Bromoimidazo[1,2-b]pyridazin-6-yl)-2-oxa-6-azaspiro[3.4]octane BrC1=CN=C2N1N=C(C=C2)N2CC1(COC1)CC2